C(C)(=O)N1CCC(CC1)NC=1C=C(C(=O)NC[C@@H](O)[C@H]2N(CC3=CC(=CC=C3C2)O)C(=O)OC(C)(C)C)C=C(C1)N1CCCCC1 tert-butyl (3S)-3-[(1R)-2-[[3-[(1-acetyl-4-piperidyl)amino]-5-(1-piperidyl)benzoyl]amino]-1-hydroxy-ethyl]-7-hydroxy-3,4-dihydro-1H-isoquinoline-2-carboxylate